7,8-dimethoxy-4-styrylquinoline COC1=CC=C2C(=CC=NC2=C1OC)C=CC1=CC=CC=C1